O[C@H]1[C@@H](CCCC1)N1C2=C(OCC1)C=C(N=N2)C2=C(C=C(C=C2C)C)O 2-[8-[(1R,2R)-2-hydroxycyclohexyl]-6,7-dihydropyridazino[4,3-b][1,4]oxazin-3-yl]-3,5-dimethyl-phenol